tert-butyl [2-(2-oxoimidazolidin-1-yl)ethyl]carbamate O=C1N(CCN1)CCNC(OC(C)(C)C)=O